methyl 2-[tert-butoxycarbonyl-[4-[tert-butyl(dimethyl)silyl]oxy-5-[2-(dimethylamino)ethyl-methyl-amino]pentyl]amino]thiazole-4-carboxylate C(C)(C)(C)OC(=O)N(C=1SC=C(N1)C(=O)OC)CCCC(CN(C)CCN(C)C)O[Si](C)(C)C(C)(C)C